ClC1=NC(=NC(=N1)N([C@@H](C(F)(F)F)C)[C@@H](C(F)(F)F)C)N 6-Chloro-N,N-bis[(2R)-1,1,1-trifluoropropan-2-yl]-1,3,5-triazine-2,4-diamine